C(C)(=O)N1CCN(CC1)CC1=CC=C(C=C1)C#CC1=CC=C2CN(C(C2=C1)=O)[C@@H](C(=O)NC=1SC=CN1)C1=CC=CC=C1 |r| (2RS)-2-[6-[2-[4-[(4-Acetylpiperazin-1-yl)methyl]phenyl]ethynyl]-1-oxo-isoindolin-2-yl]-2-phenyl-N-thiazol-2-yl-acetamid